COC=1C=C(C=CC1)C1=CN=C(N1)C1N(CCCC1)C(C(C)SC)=O 1-(2-(5-(3-Methoxyphenyl)-1H-imidazol-2-yl)piperidin-1-yl)-2-(methylsulfanyl)propan-1-one